(+)-7-(4-Chlorophenyl)-6,7-dihydrodibenzo[d,f][1,2]Thiazepine 5,5-dioxide ClC1=CC=C(C=C1)C1NS(C2=C(C3=C1C=CC=C3)C=CC=C2)(=O)=O